NC1=C(C=CC(=C1)Br)C(C(F)(F)F)=O 1-(2-amino-4-bromophenyl)-2,2,2-trifluoroethan-1-one